N1-(3-(isobutylamino)propyl)-2,2-dimethylpropane-1,3-diamine C(C(C)C)NCCCNCC(CN)(C)C